4,4-difluoropyrrolidine-1-carboxylic acid FC1(CCN(C1)C(=O)O)F